COC(=O)C1=C(C=C2C(=CNC2=C1)CCC(=O)O)C 3-(6-(Methoxycarbonyl)-5-methyl-1H-indol-3-yl)propanoic acid